C(=O)(O)C1CC2=CC(=CC=C2CC1)OC1=C(C=CC=C1)C1=CC(=CC=C1)C(F)(F)F 2-carboxy-7-((3'-(trifluoromethyl)-[1,1'-biphenyl]-2-yl)oxy)-1,2,3,4-tetrahydronaphthalene